FC(CO)(F)C=1C(=C(C=CC1)[C@@H](C)NC(=O)C1=NN(C(C=C1)=O)C1=C(C(=CC=C1)C=1N(N=NC1)C)F)F N-[(1R)-1-[3-(1,1-difluoro-2-hydroxy-ethyl)-2-fluoro-phenyl]ethyl]-1-[2-fluoro-3-(3-methyltriazol-4-yl)phenyl]-6-oxo-pyridazine-3-carboxamide